FC(C=1C=CC=2N(N1)C(=CN2)C2=CC(=NC=N2)N2C(C(CC(C2)(F)F)CO)C)F [1-[6-[6-(Difluoromethyl)imidazo[1,2-b]pyridazin-3-yl]pyrimidin-4-yl]-5,5-difluoro-2-methyl-3-piperidyl]methanol